C(C)OC=1C(=C(C=CC1C(C)(C)O)[C@@H](C)NS(=O)C(C)(C)C)C N-{(1R)-1-[3-ethoxy-4-(2-hydroxypropan-2-yl)-2-methylphenyl]ethyl}-2-methylpropan-2-sulfinamide